BrC=1C=C(C2=C(C=CO2)C1)CO (5-bromo-1-benzofuran-7-yl)methanol